2-methyl-1-(4-methylsulfanylphenyl)-2-morpholinopropan-1-one CC(C(=O)C1=CC=C(C=C1)SC)(C)N1CCOCC1